(R)-2-methoxy-1-propanol CO[C@@H](CO)C